3-(2-(2-Fluoro-5-((6-fluoro-4-(4-hydroxybutyl)-1H-indol-5-yl)oxy)phenyl)-1H-imidazol-4-yl)-3-(3-iodophenyl)butanenitrile FC1=C(C=C(C=C1)OC=1C(=C2C=CNC2=CC1F)CCCCO)C=1NC=C(N1)C(CC#N)(C)C1=CC(=CC=C1)I